N[C@H](C(=O)NC1=NC=CC(=C1)C(COC)NC(CCC(F)(F)F)=O)C1CCC(CC1)(F)F N-(1-(2-((S)-2-amino-2-(4,4-difluorocyclohexyl)acetamido)pyridin-4-yl)-2-methoxyethyl)-4,4,4-trifluorobutanamide